S(=O)(=O)(O)CN(C)C sulfotrimethylamine